CO[C@@H]1C[C@H]2[C@H](CCC3=C(O2)C(=C(C=C3)C(=O)O)C)[C@H]1\C=C\C[C@@](CCC(=C(F)F)F)(C)O (1R,2R,3aS,10aR)-2-methoxy-5-methyl-1-[(1E,4S)-7,8,8-trifluoro-4-hydroxy-4-methyl-1,7-octadien-1-yl]-2,3,3a,9,10,10a-hexahydro-1H-benzo[b]cyclopenta[f]oxepin-6-carboxylic acid